FC1=C(CN2C(N(C(C3=C2SC(=C3CN(C)C)C3=CC=C(C=C3)[N+](=O)[O-])=O)C=3C=NC(=CC3)OCC3COC3)=O)C(=CC=C1)F 1-(2,6-difluorobenzyl)-5-((dimethylamino)methyl)-6-(4-nitrophenyl)-3-(6-(oxetan-3-ylmethoxy)pyridin-3-yl)thieno[2,3-d]pyrimidine-2,4(1h,3h)-dione